[12CH2]=C [12C]ethylene